aminobromothiazole C1=C(N=C(S1)Br)N